OC=1C=CC2=C(C1)[Si]1(CCCCC1)C1=C(C23OC(C2=CC=C(C=C23)C(=O)OC(C)(C)C)=O)C=CC(=C1)O tert-butyl 3',7'-dihydroxy-3-oxo-3H-dispiro[isobenzofuran-1,10'-dibenzo[b,e]siline-5',1''-silinane]-6-carboxylate